N-((5-phenyl-1,3,4-thiadiazol-2-yl)methyl)-1-(4,4,4-trifluorobutan-2-yl)-1H-1,2,3-triazole-4-carboxamide C1(=CC=CC=C1)C1=NN=C(S1)CNC(=O)C=1N=NN(C1)C(C)CC(F)(F)F